2-(4,5-dichloro-2-methoxyphenyl)-2-[4-(hydroxymethyl)piperidin-1-yl]acetamide ClC1=CC(=C(C=C1Cl)C(C(=O)N)N1CCC(CC1)CO)OC